(R)-3-((R)-2-(3-(2-chloro-3,4-dihydroxybenzyl)-2-oxoimidazolidine-1-carboxamido)-2-(4-phosphonophenyl)acetamido)-2-hydroxy-3,4-dihydro-2H-benzo[e][1,2]oxaborinine-8-carboxylic acid ClC1=C(CN2C(N(CC2)C(=O)N[C@@H](C(=O)N[C@@H]2B(OC3=C(C2)C=CC=C3C(=O)O)O)C3=CC=C(C=C3)P(=O)(O)O)=O)C=CC(=C1O)O